CN(C)CC=1N=C(OC1)N(CC1=CC=C(C=C1)N1CCCC1)CC1=CC(=CC=C1)OC 4-((dimethylamino)methyl)-N-(3-methoxybenzyl)-N-(4-(pyrrolidin-1-yl)benzyl)oxazol-2-amine